22-methanesulfonyl-oxycholestane CS(=O)(=O)OC(CCC(C)C)[C@@H](C)[C@H]1CC[C@H]2[C@@H]3CCC4CCCC[C@]4(C)[C@H]3CC[C@]12C